(E)-2-methyl-5-((1S,4aS,8aS)-trimethyl-2-methylenedecahydronaphthalen-1-yl)pent-2-en-1-ol C/C(/CO)=C\CC[C@@]1(C(C(C[C@@H]2CCCC[C@H]12)(C)C)=C)C